(R)-3-Fluoro-2-((R)-3-methylmorpholin-4-yl)-9-(5-methyl-[1,2,4]oxadiazol-3-yl-methyl)-6-trifluoromethyl-6,7,8,9-tetrahydro-pyrimido[1,2-a]-pyrimidin-4-one FC1=C(N=C2N(C1=O)[C@H](CCN2CC2=NOC(=N2)C)C(F)(F)F)N2[C@@H](COCC2)C